C(OCC(CN1C(=NC=2C(=NC=3C=CC=CC3C21)N)CCCC)(C)C)(OCCSSC2=NC=CC=C2)=O 3-(4-amino-2-butyl-1H-imidazo[4,5-c]quinolin-1-yl)-2,2-dimethylpropyl (2-(pyridin-2-yl-disulfanyl) ethyl) carbonate